COC1=CC=C(C=C1)C1(CCN(CC1)C(=O)C1=NN(C(C2=CC=CC=C12)=O)C)C 4-(4-(4-methoxyphenyl)-4-methylpiperidine-1-carbonyl)-2-methylphthalazin-1(2H)-one